C(CC(C)C)C1CCN(CC1)S(=O)(=O)C1=CC=C(C=C1)NC(=O)C=1C=C(CNCCCNC(OC(C)(C)C)=O)C=CC1N(S(=O)(=O)C)C tert-butyl (3-((3-((4-((4-isopentylpiperidin-1-yl)sulfonyl)phenyl)carbamoyl)-4-(N-methylmethylsulfonamido)benzyl)amino)propyl)carbamate